C(C)(C)(C)OC(=O)N1C2CC(=C(CC1CC2)C2=CC=C(C=C2)[N+](=O)[O-])CO 3-(hydroxymethyl)-4-(4-nitrophenyl)-9-azabicyclo[4.2.1]non-3-ene-9-carboxylic acid tert-butyl ester